10-(ethoxycarbonyl)decyl-phosphonic acid C(C)OC(=O)CCCCCCCCCCP(O)(O)=O